2-(13,13-difluoro-4-[[2-(trimethylsilyl)ethoxy]methyl]-14-oxa-2,4,10-triazatricyclo[7.5.0.0^3,7]tetradeca-1(9),2,5,7-tetraen-10-yl)benzoic acid FC1(CCN(C=2C=C3C=CN(C3=NC2O1)COCC[Si](C)(C)C)C1=C(C(=O)O)C=CC=C1)F